CC1=CC(=C(N=N1)OC1=CC(=CC=C1)C(F)(F)F)C(=O)N[C@@H](CON1C(C2=CC=CC=C2C1=O)=O)COC1=C(C=C(C=C1)C)C |r| 6-methyl-N-[rac-1-[(2,4-dimethylphenoxy)methyl]-2-(1,3-dioxoisoindolin-2-yl)oxy-ethyl]-3-[3-(trifluoromethyl)phenoxy]pyridazine-4-carboxamide